O[C@@H]1[C@H](CN(C1)C=1C=NC=NC1)C=1C=C(C(=O)NC=2C=NC=C(C2)C(F)(F)F)C=CC1C (3S,4R)-3-(4-hydroxy-1-(pyrimidin-5-yl)pyrrolidin-3-yl)-4-methyl-N-(5-(trifluoromethyl)pyridin-3-yl)benzamide